BrC1=C(C=C(C(=C1)Cl)S(=O)(=O)C)OC 1-bromo-5-chloro-2-methoxy-4-(methylsulfonyl)benzene